bis(isobutyl)-carbonate C(C(C)C)OC(OCC(C)C)=O